methyl 5-{[(dimethylamino)methylidene]amino-sulfonyl}-2-[(1-methyl-1H-1,2,3,4-tetrazol-5-yl)sulfanyl]benzoate CN(C)C=NS(=O)(=O)C=1C=CC(=C(C(=O)OC)C1)SC1=NN=NN1C